(2-butyl-7-ferrocenyl-1H-inden-3-yl)dimethylsilane C(CCC)C=1CC2=C(C=CC=C2C1[SiH](C)C)[C-]1C=CC=C1.[CH-]1C=CC=C1.[Fe+2]